tert-butyl 4-(2-(dimethylamino)ethoxy)indoline-1-carboxylate CN(CCOC1=C2CCN(C2=CC=C1)C(=O)OC(C)(C)C)C